(4-Benzylphenyl)-6,7-bis(2-methoxyethoxy)quinazolin-4-amine C(C1=CC=CC=C1)C1=CC=C(C=C1)C1=NC2=CC(=C(C=C2C(=N1)N)OCCOC)OCCOC